BrC1=CC(=NC=C1)NCCN(C)C N1-(4-bromopyridin-2-yl)-N2,N2-dimethylethane-1,2-diamine